1H-pyridazine-3-carboxamide N1NC(=CC=C1)C(=O)N